OC12CC(CC3OC3C=CC(OC(CC=CC=CC=CC=CCCC(C(C(C1)O)C(=O)O)O2)C)=O)O 1,3,26-trihydroxy-12-methyl-10-oxo-6,11,28-trioxatricyclo[22.3.1.05,7]octacosane-8,14,16,18,20-penta-en-25-carboxylic acid